(3-methyl-3,8-diazabicyclo[3.2.1]octane-8-yl)methanone CN1CC2CCC(C1)N2C=O